C(CCC)[Sn](C(=C)C1=CC=C(C=C1)C(=C)[Sn](CCCC)(CCCC)CCCC)(CCCC)CCCC 1,4-bis(1-(tributylstannyl)ethenyl)benzene